chloro-7-methyl-3-((4-acetyl-5-methyl-1H-1,2,3-triazol-1-yl)methyl)quinoline ClC1=NC2=CC(=CC=C2C=C1CN1N=NC(=C1C)C(C)=O)C